FC=1C=C(C=C2CNC(C12)=O)OCC1=NC=C(C=C1)OC 7-fluoro-5-((5-methoxypyridin-2-yl)methoxy)isoindolin-1-one